ClC=1C(=NC(=NC1)NC1=CC=C(C=C1)N1CCN(CC1)C)NC1=CC(=CC(=C1)OC)OC 5-Chloro-N4-[3,5-dimethoxyphenyl]-N2-[4-(4-methylpiperazin-1-yl)phenyl]pyrimidine-2,4-diamine